OC(C(C1=CC=CC=C1)=O)(O)C1=CC=CC=C1 alpha-hydroxybenzoin